C(C)(C)(C)OC(=O)N[C@@H](C(CCOCC(=O)OCC)(C)C)C(=O)N1[C@@H](C[C@H](C1)O)C(NCC1=CC=C(C=C1)C#C)=O ethyl 2-(((S)-4-((tert-butoxycarbonyl)amino)-5-((2S,4R)-2-((4-ethynylbenzyl)carbamoyl)-4-hydroxypyrrolidin-1-yl)-3,3-dimethyl-5-oxopentyl)oxy)acetate